ethylbenzene-1,2-diamine C(C)C1=C(C(=CC=C1)N)N